(3R)-4-{7-azido-3-[(4-methoxyphenyl)methoxy]-[1,2]thiazolo[4,5-b]pyridin-5-yl}-3-methylmorpholine N(=[N+]=[N-])C1=C2C(=NC(=C1)N1[C@@H](COCC1)C)C(=NS2)OCC2=CC=C(C=C2)OC